tert-butyl 4-(3-fluoro-4-((6-(pyridin-4-yl)-8,9-dihydroimidazo[1',2':1,6]pyrido[2,3-d]pyrimidin-2-yl)amino)phenyl)piperazine-1-carboxylate FC=1C=C(C=CC1NC=1N=CC2=C(N1)N1C(C(=C2)C2=CC=NC=C2)=NCC1)N1CCN(CC1)C(=O)OC(C)(C)C